2-[4-[5-(tert-Butoxycarbonylamino)-4-cyano-1-isopropyl-pyrazol-3-yl]-3-chloro-phenyl]acetic acid C(C)(C)(C)OC(=O)NC1=C(C(=NN1C(C)C)C1=C(C=C(C=C1)CC(=O)O)Cl)C#N